COC=1C=C(CNS(=O)(=O)C2=CC=C(C=C2)NC(=O)C2C(C2)C2=CC=NC=C2)C=CC1 N-(4-(N-(3-methoxybenzyl)sulfamoyl)phenyl)-2-(pyridin-4-yl)cyclopropane-1-carboxamide